ClC[C@H](COC1=C(C=C(C=C1)C(C)(C)C1=CC=C(C=C1)OC[C@H](CN1N=NC=C1CO)O)Cl)O (S)-1-chloro-3-(2-chloro-4-(2-(4-((S)-2-hydroxy-3-(5-(hydroxymethyl)-1H-1,2,3-triazol-1-yl)propoxy)phenyl)propan-2-yl)phenoxy)propan-2-ol